CN1[C@H]2CN([C@@H](C1)C2)C(=O)OC2=CC=C1C(=CC=NC1=C2)NC2=C(N=NC(=C2)C2=C(C=CC(=C2)Cl)F)C 4-{[6-(5-Chloro-2-Fluorophenyl)-3-Methylpyridazin-4-yl]Amino}Quinolin-7-yl (1R,4R)-5-Methyl-2,5-Diazabicyclo[2.2.1]Heptan-2-Carboxylat